C(CCCCCCCCCCCCCCCOC(CCCC(C)C1OC(OC1)=O)(C)C)OC(CCCC(C)C1OC(OC1)=O)(C)C 4,4'-((hexadecane-1,16-diylbis(oxy))bis(6-methylheptane-6,2-diyl))bis(1,3-dioxolan-2-one)